C(CCCCCCCCCCCCCCCCC)(=O)OCCNCCOC(CCCCCCCCCCCCCCCCC)=O azanediylbis(ethane-2,1-diyl) distearate